(1R)-1-(2,2-dimethyl-4H-1,3-benzodioxin-6-yl)-2-nitroethanol CC1(OCC2=C(O1)C=CC(=C2)[C@H](C[N+](=O)[O-])O)C